ClC1=C(C=C(C(=O)N2[C@@H](CC(=C(C2)N=C=S)C(=O)OCC)C)C=C1)C(F)(F)F (R)-ethyl 1-(4-chloro-3-(trifluoromethyl) benzoyl)-5-isothiocyanato-2-methyl-1,2,3,6-tetra-hydropyridine-4-carboxylate